ClC1=C(C=CC(=C1)C(F)(F)F)NC(CN1C=2N(C(C(=C1CC)N1CCNCCC1)=O)N=C(N2)C=2CCOCC2)=O N-[2-chloro-4-(trifluoromethyl)phenyl]-2-[6-(1,4-diazepan-1-yl)-2-(3,6-dihydro-2H-pyran-4-yl)-5-ethyl-7-oxo-[1,2,4]triazolo[1,5-a]pyrimidin-4-yl]acetamide